C(CC)C1=CC=C(C=C1)C=1C(=CC=CC1)C1=CC=CC=C1 4-propyl-terphenyl